(S)-4-((benzyloxycarbonyl)-3-(cyanomethyl)piperazin-1-yl)-2-(((2S,4R)-4-fluoro-1-methylpyrrolidin-2-yl)methoxy)pyrimidine-4-carboxylic acid C(C1=CC=CC=C1)OC(=O)C1N(CCNC1CC#N)[C@]1(NC(=NC=C1)OC[C@H]1N(C[C@@H](C1)F)C)C(=O)O